(S)-3-amino-3-(3-chloro-2-fluorophenyl)propan N[C@@H](CC)C1=C(C(=CC=C1)Cl)F